1-Chlorodecyl isopropyl carbonate C(OC(CCCCCCCCC)Cl)(OC(C)C)=O